CC1CNC(C=2N1C1=C(C2)C=CC(=N1)C(=O)NC=1N=C(N(C1)C)C(N[C@H]1CNCCC1)=O)=O 9-methyl-N-(1-methyl-2-(((R)-piperidin-3-yl)carbamoyl)-1H-imidazol-4-yl)-6-oxo-6,7,8,9-tetrahydropyrido[3',2':4,5]pyrrolo[1,2-a]pyrazine-2-carboxamide